methyl 5-(methylamino)-6-(3-methylimidazo[4,5-c]pyridin-7-yl)-3-[[5-methyl-6-[(3R)-3-methylmorpholin-4-yl]-3-pyridyl]amino]pyrazine-2-carboxylate CNC=1N=C(C(=NC1C=1C2=C(C=NC1)N(C=N2)C)C(=O)OC)NC=2C=NC(=C(C2)C)N2[C@@H](COCC2)C